sodium sulfonylurea salt S(=O)(=O)=NC(=O)N.[Na]